3-(2,6-dichloro-3,5-dimethoxyphenyl)-1-methyl-2-oxo-1,2-dihydro-1,6-naphthyridin-7-carbonitrile ClC1=C(C(=C(C=C1OC)OC)Cl)C=1C(N(C2=CC(=NC=C2C1)C#N)C)=O